The molecule is an inositol phosphate oxoanion that is the conjugate base of 1-amino-1-deoxy-scyllo-inositol 4-phosphate, arising from deprotonation of the phosphate OH groups and protonation of the amino group; major species at pH 7.3. It is a conjugate base of a 1-amino-1-deoxy-scyllo-inositol 4-phosphate. [C@H]1([C@H](C([C@H]([C@@H](C1[NH3+])O)O)OP(=O)([O-])[O-])O)O